N-[5-(2,4-difluorophenoxy)-4-(2-methyl-1-oxoisoquinolin-4-yl)pyrimidin-2-yl]methanesulfonamide FC1=C(OC=2C(=NC(=NC2)NS(=O)(=O)C)C2=CN(C(C3=CC=CC=C23)=O)C)C=CC(=C1)F